(S)-2-((6-((4-chloro-2-fluorobenzyl)oxy)-2'-oxo-[2,4'-bipyridin]-1'(2'H)-yl)methyl)-1-(oxetan-2-ylmethyl)-1H-benzo[d]imidazole-6-carboxylic acid ClC1=CC(=C(COC2=CC=CC(=N2)C2=CC(N(C=C2)CC2=NC3=C(N2C[C@H]2OCC2)C=C(C=C3)C(=O)O)=O)C=C1)F